ClC1=C(C(=O)O)C=CC=C1N1CC2(COC2)C1 2-chloro-3-(2-oxa-6-azaspiro[3.3]heptan-6-yl)benzoic acid